3,5-bis(2-indolyl)pyridine N1C(=CC2=CC=CC=C12)C=1C=NC=C(C1)C=1NC2=CC=CC=C2C1